2-methylpropan-2-yl 4-{[(2S)-tetrahydro-1H-pyrrol-2-yl] carbonyl}-8-methyl-1,2,3,4-tetrahydroquinoxaline-1-carboxylate N1[C@@H](CCC1)C(=O)N1CCN(C2=C(C=CC=C12)C)C(=O)OC(C)(C)C